COC=1C=C(C=CC1[N+](=O)[O-])S(=O)(=O)Cl 3-methoxy-4-nitrobenzene-1-sulfonyl chloride